2-(6-(((1S,4S,5S,6R)-6-fluoro-2-methyl-2-azabicyclo[2.2.1]heptan-5-yl)(methyl)amino)pyridazin-3-yl)-5-(1H-imidazol-1-yl)phenol F[C@H]1[C@H]([C@@H]2CN([C@H]1C2)C)N(C2=CC=C(N=N2)C2=C(C=C(C=C2)N2C=NC=C2)O)C